3-(1,3-dimethyl-1H-1,2,4-triazol-5-yl)-2-fluorophenyl trifluoromethanesulfonate FC(S(=O)(=O)OC1=C(C(=CC=C1)C1=NC(=NN1C)C)F)(F)F